3-bromo-1-methoxy-2,4-dimethyl-benzene BrC=1C(=C(C=CC1C)OC)C